(((tert-butyldimethylsilyl)oxy)methyl)-2,2-dimethyltetrahydrofuran [Si](C)(C)(C(C)(C)C)OCC1C(OCC1)(C)C